ClC=1C(=NC(=NC1)N[C@@H]1CC[C@H](CC1)N)C=1C=C(C=CC1)C1=CC=C(C=C1)F trans-N1-(5-chloro-4-(4'-fluoro-[1,1'-biphenyl]-3-yl)pyrimidin-2-yl)cyclohexane-1,4-diamine